C(C1=CC=CC=C1)OC1=C(C(=C(C=C1)CC(=O)O)OC)F 2-(4-(benzyloxy)-3-fluoro-2-methoxyphenyl)acetic acid